C(#N)C=1C=CC=C2C(=CN(C12)C(=O)OC(C)(C)C)C1=NC(=C(N=C1)NC(C)=O)OC(F)F tert-butyl 7-cyano-3-[6-(difluoromethoxy)-5-acetamidopyrazin-2-yl]indole-1-carboxylate